Cl[C@H]1CC(C2CC[C@]3(OC(C[C@@H]3[C@]2(C1)C)=O)C)(C)C (3aR,8S,9aS,9bR)-8-chloro-3a,6,6,9a-tetramethyldecahydronaphtho[2,1-b]furan-2(1H)-one